CC1=NN(C(=C1C1=CC=C(C=C1)[N+](=O)[O-])C)COCC[Si](C)(C)C 2-[[3,5-dimethyl-4-(4-nitrophenyl)pyrazol-1-yl]methoxy]ethyl-trimethyl-silane